(((5-oxo-1-phenylpyrrolidin-3-yl)methyl)amino)benzoic acid methyl ester COC(C1=C(C=CC=C1)NCC1CN(C(C1)=O)C1=CC=CC=C1)=O